r-bis(diphenylphosphino)-ferrocene C1(=CC=CC=C1)P(C1=CC=CC=C1)[C-]1C=CC=C1.[C-]1(C=CC=C1)P(C1=CC=CC=C1)C1=CC=CC=C1.[Fe+2]